N-(1,1-dioxidotetrahydro-2H-thiopyran-4-yl)-1H-imidazole-1-carbothioamide O=S1(CCC(CC1)NC(=S)N1C=NC=C1)=O